2-butyldibenzo[b,d]furan-1-amine C(CCC)C1=C(C2=C(OC3=C2C=CC=C3)C=C1)N